(R)-(3-aminopiperidin-1-yl)(3-methyl-2-(1-(pyrimidin-5-ylmethyl)-1H-indol-2-yl)imidazo[1,2-a]pyridin-7-yl)methanone trifluoroacetic acid salt FC(C(=O)O)(F)F.N[C@H]1CN(CCC1)C(=O)C1=CC=2N(C=C1)C(=C(N2)C=2N(C1=CC=CC=C1C2)CC=2C=NC=NC2)C